ClC=1C=C(C=CC1F)C1N(CC(CC1)C)C(C(=O)OCC(F)(F)F)=O 2,2,2-trifluoroethyl 2-(2-(3-chloro-4-fluorophenyl)-5-methylpiperidin-1-yl)-2-oxoacetate